(±)-3-carene-2,5-dione C12C(C(=CC(C1C2(C)C)=O)C)=O